O4-benzyl O1-tert-butyl 2-[3-[7-(4,4,5,5-tetramethyl-1,3,2-dioxaborolan-2-yl)benzimidazol-1-yl]propyl]piperazine-1,4-dicarboxylate CC1(OB(OC1(C)C)C1=CC=CC2=C1N(C=N2)CCCC2N(CCN(C2)C(=O)OCC2=CC=CC=C2)C(=O)OC(C)(C)C)C